C(#C)C1=CC=2C(C3=CC(=CC=C3C2C=C1)C#C)CO 2,7-Di(Ethynyl)-9-Fluorenylmethanol